Ethyl 2-(4-(tert-butyl) phenyl)-4-chloro-6-methylpyrimidine-5-carboxylate C(C)(C)(C)C1=CC=C(C=C1)C1=NC(=C(C(=N1)Cl)C(=O)OCC)C